NC1=NC=C(C2=C1C(=NN2[C@@H]2CN(CC2)C(C=C)=O)C#CC2=CC1=C(N(C=N1)CC)C=C2F)C=2N=CSC2 (S)-1-(3-(4-amino-3-((1-ethyl-6-fluoro-1H-benzo[d]imidazol-5-yl)ethynyl)-7-(thiazol-4-yl)-1H-pyrazolo[4,3-c]pyridin-1-yl)pyrrolidin-1-yl)prop-2-en-1-one